tetrabutylammonium hexafluorophosphate F[P-](F)(F)(F)(F)F.C(CCC)[N+](CCCC)(CCCC)CCCC